C[C@H](COS(=O)(=O)C)OC1CCN(CC1)C(=O)OC(C)(C)C tert-butyl 4-[(1R)-1-methyl-2-methylsulfonyloxy-ethoxy]piperidine-1-carboxylate